3-((3-methoxybenzyl)amino)-4-(methyl(4-(5-(trifluoromethyl)-1,2,4-oxadiazol-3-yl)benzyl)amino)cyclobut-3-ene-1,2-dione COC=1C=C(CNC=2C(C(C2N(CC2=CC=C(C=C2)C2=NOC(=N2)C(F)(F)F)C)=O)=O)C=CC1